N-(4-{[6-(5-chloro-2-fluorophenyl)-3-(oxolan-3-yloxy)pyridazin-4-yl]amino}pyridin-2-yl)-2-(4-methyl-1,4-diazepan-1-yl)acetamide ClC=1C=CC(=C(C1)C1=CC(=C(N=N1)OC1COCC1)NC1=CC(=NC=C1)NC(CN1CCN(CCC1)C)=O)F